C1(CC1)C1=NC(=NO1)C1(CCN(CC1)C(=O)NC1=C(C=CC=C1F)N1[C@@H]2CN([C@H](C1)C2)CC)C 4-(5-cyclopropyl-1,2,4-oxadiazol-3-yl)-N-{2-[(1s,4s)-5-ethyl-2,5-diazabicyclo[2.2.1]heptane-2-yl]-6-fluorophenyl}-4-methylpiperidine-1-carboxamide